N-(3-(4-Benzamidophenyl)-1-methyl-1H-pyrazol-5-yl)-4-methoxybenzamide C(C1=CC=CC=C1)(=O)NC1=CC=C(C=C1)C1=NN(C(=C1)NC(C1=CC=C(C=C1)OC)=O)C